C(C)OC1=CC(=NN1)C(=O)NCCC1=CC=C(C=C1)CNC(=O)C1=NN(C(=C1)CC)C N-({p-[2-(5-ethoxy-3-pyrazolylcarbonylamino)ethyl]phenyl}methyl)-5-ethyl-1-methyl-3-pyrazolecarboxamide